N-(2-(1-cyclopropyl-2-hydroxy-2-methylpropyl)-3-oxoisoindolin-4-yl)-2,3-dihydro-1H-indene-4-carboxamide C1(CC1)C(C(C)(C)O)N1CC2=CC=CC(=C2C1=O)NC(=O)C=1C=2CCCC2C=CC1